ethyl 2-(7-chlorothieno[3,2-b]pyridin-3-yl)-2,2-difluoroacetate ClC1=C2C(=NC=C1)C(=CS2)C(C(=O)OCC)(F)F